BC1=C2C=NNC2=CC=C1C 4-boryl-5-methyl-1h-indazole